C\C(=C/CC=1C(=C(C(=O)NCC2=CC=C(C=C2)F)C(=CC1O)CCCCC)O)\CCC=C(C)C (E)-3-(3,7-dimethylocta-2,6-dien-1-yl)-N-(4-fluorobenzyl)-2,4-dihydroxy-6-pentylbenzamide